3-(5-((1',1'-dioxidospiro[oxetane-3,4'-pyrido[2,3-b][1,4,5]oxathiazepin]-2'(3'H)-yl)methyl)-6-methylpyridin-3-yl)-2,2-dimethylpropanoic acid O=S1(C2=C(OC3(CN1CC=1C=C(C=NC1C)CC(C(=O)O)(C)C)COC3)N=CC=C2)=O